C1(=CC=CC=C1)C=1C=CC=C2C=CC(=NC12)C=O L-8-phenyl-2-quinolinecarboxaldehyde